CC(C)C1=CC=C(C=C1)O p-cumenol